NC(C(=O)O)\C=C\C#P=O E-2-amino-5-phosphoryl-3-pentenoic acid